2-Bromo-6-(3-chlorophenoxy)aniline Potassium carbonate C([O-])([O-])=O.[K+].BrC1=C(N)C(=CC=C1)OC1=CC(=CC=C1)Cl.[K+]